4,4'-(1,3-phenylenebis(oxy))dianiline t-butyl-(3-aminobicyclo[1.1.1]pentan-1-yl)carbamate C(C)(C)(C)N(C(O)=O)C12CC(C1)(C2)N.C2(=CC(=CC=C2)OC2=CC=C(N)C=C2)OC2=CC=C(N)C=C2